BrCC(=O)C1=CC=C(OCC(=O)OC)C=C1 methyl 2-(4-(2-bromoacetyl)phenoxy)acetate